2-hydroxy-9H-fluorene OC1=CC=2CC3=CC=CC=C3C2C=C1